C(C)OC(CCCCCCCCCCCCCC)OCC 15,15-diethoxy-pentadecan